[Cl-].C(CCCCCCCCCCCCCCC)[N+](CCC[Si](OCC)(OCC)OCC)(C)C hexadecyldimethyl-[3-(triethoxysilyl)propyl]ammonium chloride